C(=O)(OCC1=CC=CC=C1)N[C@@H](COC(C)(C)C)C(=O)N[C@@H](COC(C)(C)C)C(=O)O N-carbobenzoxy-O-tertiary butyl-L-serinyl-O-tertiary butyl-L-serine